C1=CC(=CC=C1C2=CC(=O)C3=C(O2)C=CC(=C3)O)N Aminogenistein